(2R,3S)-3-(5-azaspiro[2.4]heptane-5-carbonyl)-1-benzyloxycarbonyl-piperidine-2-carboxylic acid C1CC12CN(CC2)C(=O)[C@@H]2[C@@H](N(CCC2)C(=O)OCC2=CC=CC=C2)C(=O)O